3-cyclopentyl-1-[4-(phenylsulfanyl)phenyl]-1,2-propanedione-2-(O-benzoyloxime) C(C1=CC=CC=C1)(=O)ON=C(C(=O)C1=CC=C(C=C1)SC1=CC=CC=C1)CC1CCCC1